COC=1C(=CC(=C(C(=O)OC)C1)C)[N+](=O)[O-] methyl 5-methoxy-2-methyl-4-nitro-benzoate